4-(1-azidoethyl)-4-hydroxypiperidine-1-carboxylic acid tert-butyl ester C(C)(C)(C)OC(=O)N1CCC(CC1)(O)C(C)N=[N+]=[N-]